trifluoromethanesulfonic acid isopropyl ester C(C)(C)OS(=O)(=O)C(F)(F)F